(2R)-2-methyl-3-oxo-N-((S or R)-(4-(trifluoromethoxy)phenyl)(3-(trifluoromethyl)-1H-pyrazol-5-yl)methyl)piperazine-1-carboxamide C[C@H]1N(CCNC1=O)C(=O)N[C@H](C1=CC(=NN1)C(F)(F)F)C1=CC=C(C=C1)OC(F)(F)F |o1:11|